Dipropylene glycol butyl ether C(CCC)OC(C)COC(C)CO